FC1(CCC(CC1)COC1=C2C=CN=CC2=C(C=C1)NC(C=C)=O)F N-(5-((4,4-difluorocyclohexyl)methoxy)isoquinolin-8-yl)acrylamide